C(N)(=N)C1=CC=CC=C1 p-amidinobenzene